Pyridine-1,5-dicarboxylate N1(CC=CC(=C1)C(=O)[O-])C(=O)[O-]